Perfluorobutylsulfonyl fluoride FC(C(C(C(F)(F)F)(F)F)(F)F)(S(=O)(=O)F)F